N=1ON=C2C1C=CC(=C2)OCC2=CC(=C(N)C=C2Cl)F 4-((benzo[c][1,2,5]oxadiazol-5-yloxy)methyl)-5-chloro-2-fluoroaniline